C(C)(C)(C)N(C(O)=O)CC1=NC=C2C=CC(=NC2=C1)N1CC(CC1)C=1C=NC=CC1.C(C)(=O)NC1=C(C(=O)NC=2SC=CC3=C(N2)C=CC=C3OCC)C=CC=C1 (acetylamino)-N-(6-ethoxybenzo[d][1,3]thiazepin-2-yl)benzamide tert-butyl-((2-(3-(pyridin-3-yl)pyrrolidin-1-yl)-1,6-naphthyridin-7-yl)methyl)carbamate